CN1N=CC2=CC=CC(=C12)NS(=O)(=O)C=1C=NN(C1)C1=NC=CC(=C1)N1CCCCC1 N-(1-METHYL-1H-INDAZOL-7-YL)-1-(4-(PIPERIDIN-1-YL)PYRIDIN-2-YL)-1H-PYRAZOLE-4-SULFONAMIDE